ClC1=C(C=CC(=C1Cl)F)NC=1N(C2=NC(=NC=C2N1)NC1CCOCC1)C1CCC(CC1)C(=O)N (1s,4s)-4-(8-(2,3-dichloro-4-fluorophenylamino)-2-(tetrahydro-2H-pyran-4-ylamino)-9H-purin-9-yl)cyclohexanecarboxamide